N-[(5-bromo-3-pyridyl)methyl]-1,1-diphenyl-methanimine BrC=1C=C(C=NC1)CN=C(C1=CC=CC=C1)C1=CC=CC=C1